C(C#C)CC(=S)O 2-prop-2-ynylthioacetic acid